CC1(OB(OC1(C)C)[Si](C)(C)C)C 4,4,5,5-tetramethyl-2-(trimethylsilyl)-1,3,2-dioxaborolane